5-((7-((R)-3-(4-amino-3-(4-phenoxyphenyl)-1H-pyrazolo[3,4-d]pyrimidin-1-yl)piperidine-1-yl)-7-oxoheptyl)thio)-2-(2,6-dioxopiperidin-3-yl)-6-fluoroisoindoline-1,3-dione NC1=C2C(=NC=N1)N(N=C2C2=CC=C(C=C2)OC2=CC=CC=C2)[C@H]2CN(CCC2)C(CCCCCCSC=2C=C1C(N(C(C1=CC2F)=O)C2C(NC(CC2)=O)=O)=O)=O